2-methoxy-4-(5-methoxy-9-oxo-2-{[(acetyl)oxy]methyl}-2,3-dihydropyrano[3,2-h][1,4]benzodioxin-3-yl)phenolate COC1=C(C=CC(=C1)C1OC2=C(OC1COC(C)=O)C1=C(C=C2OC)C=CC(O1)=O)[O-]